C([C@H](CC)O)O (s)-1,2-butanediol